(R)-N-(3-fluoro-5-(4-fluorobenzyl)-7-methyl-2,3,4,5-tetrahydrobenzo[b][1,4]oxazepin-8-yl)-3,3-dimethylbutanamide F[C@@H]1CN(C2=C(OC1)C=C(C(=C2)C)NC(CC(C)(C)C)=O)CC2=CC=C(C=C2)F